5-[3-(3,9-Diazaspiro[5.5]undec-3-yl)-4-(trifluoromethyl)phenyl]-1,3,4-oxadiazol-2(3H)-one C1CN(CCC12CCNCC2)C=2C=C(C=CC2C(F)(F)F)C2=NNC(O2)=O